trimethyl-[2-[[5-(6-methylpyridazin-3-yl)oxybenzimidazol-1-yl]methoxy]ethyl]silane C[Si](CCOCN1C=NC2=C1C=CC(=C2)OC=2N=NC(=CC2)C)(C)C